CC1=C(C2=C(N(C(=N2)CCl)C[C@H]2OCC2)C=C1C(=O)O)OC(F)F.O1C(=NC=C1)C=1NC2=CC=CC=C2C1 2-(oxazol-2-yl)indol (S)-methyl-2-(chloromethyl)-4-difluoromethoxy-1-((oxetan-2-yl)methyl)-1H-benzo[d]imidazole-6-carboxylate